Tert-butyl (1R,2S)-2-[1-(tert-butoxycarbonyl)-3-[(2-ethyl-5-methoxypyrimidin-4-yl)amino]indazol-6-yl]-5'-methoxy-2'-oxospiro[cyclopropane-1,3'-indole]-1'-carboxylate C(C)(C)(C)OC(=O)N1N=C(C2=CC=C(C=C12)[C@@H]1C[C@@]12C(N(C1=CC=C(C=C21)OC)C(=O)OC(C)(C)C)=O)NC2=NC(=NC=C2OC)CC